Potassium (2-trimethylsilyl)-ethoxymethyl trifluoroborate [B-](COCC[Si](C)(C)C)(F)(F)F.[K+]